{2-[6-(Ethylamino)-4-[4-fluoro-2-(4-methyl-1,2,4-triazol-3-yl)-phenyl]-pyridin-2-yl]-7-(trifluoromethyl)-1,3-benzoxazol-5-yl}-methanol C(C)NC1=CC(=CC(=N1)C=1OC2=C(N1)C=C(C=C2C(F)(F)F)CO)C2=C(C=C(C=C2)F)C2=NN=CN2C